dimethylheptyl phosphonate P(OC(CCCCCC)(C)C)([O-])=O